((2-(2-(2,6-dioxopiperidin-3-yl)-1-oxoisoindolin-4-yl)oxazol-5-yl)methyl)picolinamide O=C1NC(CCC1N1C(C2=CC=CC(=C2C1)C=1OC(=CN1)CC=1C(=NC=CC1)C(=O)N)=O)=O